methyl 5-(1-(adamantan-1-ylmethyl)-5-methyl-1H-pyrazol-4-yl)-1-(6-(benzo[d]thiazol-2-ylamino) pyridazin-3-yl)-3,3-dimethylindoline-4-carboxylate C12(CC3CC(CC(C1)C3)C2)CN2N=CC(=C2C)C2=C(C=3C(CN(C3C=C2)C=2N=NC(=CC2)NC=2SC3=C(N2)C=CC=C3)(C)C)C(=O)OC